C(C)OC(=O)C=1C(C=C2N(C(CN3N=C4C(=CC=CC4=C32)OCC(=O)N(C)C)C(C)(C)C)C1)=O 6-(tert-butyl)-10-(2-(dimethylamino)-2-oxoethoxy)-2-oxo-6,7-dihydro-2H-pyrido[2',1':3,4]pyrazino[1,2-b]indazole-3-carboxylic acid ethyl ester